[Cu].S1C(=NC=C1)C=1SC=CN1 bithiazole copper